C(#N)CC1=NC(=CC=C1)CC#N 2,6-bis(cyanomethyl)-pyridine